C[Si]1(C=C(C(=C1)C1=CC=CC=C1)C1=CC=CC=C1)C 1,1-dimethyl-3,4-diphenylsilol